ClC1=NC=CC=C1I 2-chloro-3-iodo-pyridine